5-(benzyloxy)-4-formyl-7-methoxy-N-{5-[(1S,3R)-3-[(N,N',N'-trimethylhydrazinecarbonyl)oxy]cyclopentyl]-1H-pyrazol-3-yl}-2,3-dihydro-1H-indene-2-carboxamide C(C1=CC=CC=C1)OC=1C(=C2CC(CC2=C(C1)OC)C(=O)NC1=NNC(=C1)[C@@H]1C[C@@H](CC1)OC(=O)N(N(C)C)C)C=O